C(C=C)(=O)N1C[C@H](CC[C@H]1C)NC=1N=C2C(=NC1)NC=C2C(=O)N[C@@H](COC)C |r| Cis-racemic-2-{[1-acryloyl-6-methylpiperidin-3-yl]amino}-N-[(2R)-1-methoxypropan-2-yl]-5H-pyrrolo[2,3-b]pyrazine-7-carboxamide